CC1=CC(=C(C2=CC(=C(C=C2)N)S(=O)(=O)[O-])C3=CC(=C(C=C3)N)S(=O)(=O)[O-])C=C(C1=[NH2+])S(=O)(=O)[O-] The molecule is an organosulfonate oxoanion obtained by the removal of two protons from 2-amino-5-[(4-amino-3-sulfophenyl)(4-imino-3-sulfocyclohexa-2,5-dien-1-ylidene)methyl]-3-methylbenzene-1-sulfonic acid (the free acid form of the biological stain 'acid fuchsin'). It is a conjugate base of an acid fuchsin (free acid form).